ClC1=CC=C(C=C1)[C@H]1C[C@@H](CO1)C=O (3S,5R)-5-(4-chlorophenyl)tetrahydrofuran-3-carbaldehyde